NCC=1C=C(C=CC1)C=1C=C(C2=C(C(=CO2)COC2=C(C=CC=C2)CC(=O)OCC)C1)OC ethyl 2-(2-((5-(3-(aminomethyl)phenyl)-7-methoxybenzofuran-3-yl)methoxy)phenyl)acetate